dimethyl-aminopropyl-melamine CNC1=NC(=NC(=N1)NCCCN)NC